ethyl 5-chloroimidazo[1,5-a]pyrido[4,3-e]pyrimidine-3-carboxylate ClC1=NC=2N(C3=C1C=CN=C3)C=NC2C(=O)OCC